5-propan-2-yloxy-1H-pyrazol-3-amine CC(C)OC1=CC(=NN1)N